5-[3-[1-(3,6-dimethyl-2-morpholino-4-oxo-chromen-8-yl)ethylamino]-2-pyridyl]-2-(4,4,5,5-tetramethyl-1,3,2-dioxaborolan-2-yl)benzaldehyde CC1=C(OC2=C(C=C(C=C2C1=O)C)C(C)NC=1C(=NC=CC1)C=1C=CC(=C(C=O)C1)B1OC(C(O1)(C)C)(C)C)N1CCOCC1